5-((1-(4-(1-(aminomethyl)cyclopropyl)benzoyl)-4-hydroxypiperidin-4-yl)methyl)-1-(4-fluorophenyl)-1H-pyrazolo[3,4-d]pyrimidin-4(5H)-one hydrochloride Cl.NCC1(CC1)C1=CC=C(C(=O)N2CCC(CC2)(O)CN2C=NC3=C(C2=O)C=NN3C3=CC=C(C=C3)F)C=C1